O=C1NC(CCC1N1C(C2=CC=C(C=C2C1)CN(C1CCN(CC1)C1=NC(=C(C(=O)N)C=C1)C1=CC=C(C=C1)OC1=CC=CC=C1)C)=O)=O 6-(4-(((2-(2,6-dioxopiperidin-3-yl)-1-oxoisoindoline-5-yl)methyl)(methyl)amino)piperidine-1-yl)-2-(4-phenoxyphenyl)nicotinamide